NC1=NC(=C2C(=N1)N(N=C2)CC2=C(C=C(C=C2)[N+](=O)[O-])F)C=2C=C(C=NC2)C#N 5-[6-amino-1-[(2-fluoro-4-nitro-phenyl)methyl]Pyrazolo[3,4-d]Pyrimidin-4-yl]Pyridine-3-carbonitrile